Cl.FC1=C(C=CC(=C1)N1C(O[C@H](C1)CNC(C)=O)=O)C1=CC=C(C=C1)CNCC1=CN=NN1CC1=CC=C(C=C1)OC (5S)-N-{3-[2-fluoro-4'-({[1-(4-methoxy-benzyl)-1H-[1,2,3]triazol-5-ylmethyl]-amino}-methyl)-biphenyl-4-yl]-2-oxo-oxazolidin-5-ylmethyl}-acetamide hydrochloride